6-[1-(1-acetylpiperidin-4-yl)-1-hydroxyethyl]-3-(4-chlorophenyl)-2-[(5-chloropyridin-2-yl)methyl]-4-fluoro-3-hydroxy-2,3-dihydro-1H-isoindol-1-one C(C)(=O)N1CCC(CC1)C(C)(O)C1=CC(=C2C(N(C(C2=C1)=O)CC1=NC=C(C=C1)Cl)(O)C1=CC=C(C=C1)Cl)F